(R)-2-chloro-8-methyl-N-(2-((S)-4-methyl-2-oxooxazolidin-3-yl)-6-(trifluoromethyl)pyridin-4-yl)-8-(trifluoromethyl)-7,8-dihydro-6H-pyrazolo[1,5-a]pyrrolo[2,3-e]pyrimidine-6-carboxamide ClC1=NN2C(N=CC3=C2[C@@](CN3C(=O)NC3=CC(=NC(=C3)C(F)(F)F)N3C(OC[C@@H]3C)=O)(C(F)(F)F)C)=C1